N-(3-(methylsulfonamido)phenyl)-2-(o-tolyl)thiazole-4-carboxamide CS(=O)(=O)NC=1C=C(C=CC1)NC(=O)C=1N=C(SC1)C1=C(C=CC=C1)C